C(#N)C1=C(N=C(S1)N(C1=C(N=C2N1C=C(C=C2)C=2C=CC(=NC2)N2CC(C2)C(=O)O)CC)C)C2=CC=C(C=C2)F 1-(5-(3-((5-cyano-4-(4-fluorophenyl)thiazol-2-yl)(methyl)amino)-2-ethylimidazo[1,2-a]pyridin-6-yl)pyridin-2-yl)azetidine-3-carboxylic acid